5-((4-(2,6-dimethylmorpholino)phenyl)amino)-3-(2-(methylamino)ethyl)benzo[d]oxazol-2(3H)-one CC1OC(CN(C1)C1=CC=C(C=C1)NC=1C=CC2=C(N(C(O2)=O)CCNC)C1)C